FC(C1=CC2=C(SC(=C2)C(N[C@H]2CCC[C@@H]3N(C2=O)[C@@H](CC3)C(=O)OC3=C(C(=C(C(=C3F)F)F)F)F)=O)C=C1)(F)P(O)(O)=O (difluoro(2-(((3S,6S,9aS)-5-oxo-3-((perfluorophenoxy)carbonyl)octahydro-1H-pyrrolo[1,2-a]azepin-6-yl)carbamoyl)benzo[b]thiophen-5-yl)methyl)phosphonic acid